6-(4,4-difluoropiperidin-1-yl)-5-fluoropyridin-3-yl acetate C(C)(=O)OC=1C=NC(=C(C1)F)N1CCC(CC1)(F)F